CN(C1=CC=C(C=C1)C1=NC2=C(N1)C=CC(=C2)NC(=O)NC=2C(=C1C=CC(OC1=CC2)(C)C)OC)C 1-(2-(4-(dimethylamino)phenyl)-1H-benzo[d]imidazol-5-yl)-3-(5-methoxy-2,2-dimethyl-2H-chromen-6-yl)urea